COC(CCCCC\C=C/CCCCCCCCOCC(COCCCCCCCCC)N(C)C)=O (Z)-methyl-16-(2-(dimethylamino)-3-(nonyloxy)propoxy)hexadec-7-enoate